1-((3R,5R,8R,9S,10S,13S,14S,17S)-3-hydroxy-3,10,13-trimethylhexadecahydro-1H-cyclopenta[a]phenanthren-17-yl)-2-(5-methyl-2H-tetrazol-2-yl)ethan-1-one O[C@@]1(CC[C@@]2([C@H]3CC[C@@]4([C@H](CC[C@H]4[C@@H]3CC[C@@H]2C1)C(CN1N=C(N=N1)C)=O)C)C)C